S(=O)(=O)(O)C(C(=O)OCCCCCCCCCCCC)CC(=O)[O-] Lauryl Sulfosuccinate